C(CC)C1=CC(=C(C(=C1)F)C1=C(C=CC=C1F)F)F 4-(4'-propyl-2',6'-difluorophenyl)-3,5-difluorobenzene